BrCCCCCCCCCCCCCCCCCCCCCCCC(=O)OCC ethyl 24-bromotetracosanoate